(R)-4-(N-(4-cyclopentylbenzyl)-1-((perfluorophenyl)sulfonyl)azetidine-2-carboxamido)benzoic acid C1(CCCC1)C1=CC=C(CN(C(=O)[C@@H]2N(CC2)S(=O)(=O)C2=C(C(=C(C(=C2F)F)F)F)F)C2=CC=C(C(=O)O)C=C2)C=C1